ethyl (1-(4-(trifluoromethyl)phenyl) imidazo[1,5-a]pyridin-3-yl)glycinate FC(C1=CC=C(C=C1)C=1N=C(N2C1C=CC=C2)NCC(=O)OCC)(F)F